N-(3-fluoropiperidin-4-yl)-2-(1-phenyl-1H-pyrazol-4-yl)-N-(propan-2-yl)-1,3-thiazole-4-carboxamide FC1CNCCC1N(C(=O)C=1N=C(SC1)C=1C=NN(C1)C1=CC=CC=C1)C(C)C